[N+](=O)([O-])C1=CC=C(C=C)C=C1 4-mononitro-styrene